CN(C1=CC=C(C=C1)C(F)(F)F)CCN1CCCC1 N-methyl-N-(2-(pyrrolidin-1-yl)ethyl)-4-(trifluoromethyl)aniline